manganese compound with phosphoric acid P(O)(O)(O)=O.[Mn]